2-amino-1-(6-fluoro-5-methyl-1H-indazol-4-yl)-5-morpholino-1H-pyrrolo[2,3-b]pyridine-3-carboxamide NC1=C(C=2C(=NC=C(C2)N2CCOCC2)N1C1=C2C=NNC2=CC(=C1C)F)C(=O)N